ClC1=C(C=CC=C1C1=NC=CC(=C1Cl)C1=NC(=C(C=C1)CNC[C@@H]1NC(CC1)=O)OC)NC(=O)C=1C(N(C(N(C1)C)=O)C)=O (R)-N-(2-chloro-3-(3'-chloro-6-methoxy-5-((((5-oxopyrrolidin-2-yl)methyl)amino)methyl)-[2,4'-bipyridin]-2'-yl)phenyl)-1,3-dimethyl-2,4-dioxo-1,2,3,4-tetrahydropyrimidine-5-carboxamide